2,4-dichloro-7-fluoro-6-methoxyquinazoline ClC1=NC2=CC(=C(C=C2C(=N1)Cl)OC)F